Cl[O-].Cl[O-].[Ca+2] calcium dihypochlorite